FC(C=1C=C(C=NC1)N1CC(CC1)NC(C)=O)(F)F N-(1-(5-(trifluoromethyl)pyridin-3-yl)pyrrolidin-3-yl)acetamide